2-chloro-5-(((1-methylpyridin-4-yl)oxy)methyl)pyridine ClC1=NC=C(C=C1)COC1=CCN(C=C1)C